6-[4-[4-(trifluoromethyl)phenoxy]piperidine-1-carbonyl]-4H-1,4-benzoxazin-3-one FC(C1=CC=C(OC2CCN(CC2)C(=O)C=2C=CC3=C(NC(CO3)=O)C2)C=C1)(F)F